diiodo(cymene) ruthenium (ii) [Ru+2].IC=1C(=C(C=CC1C)C(C)C)I